C(#N)C=1C=CC(=NC1)CN(C(=O)C1=CC=2C3=C(C(=NC2C=N1)NCC1=CC=C(C=C1)OC)COC3)[C@H](C)C3=NC=CC=N3 (R)-N-((5-cyanopyridin-2-yl)methyl)-4-((4-methoxybenzyl)amino)-N-(1-(pyrimidin-2-yl)ethyl)-1,3-dihydrofuro[3,4-c][1,7]naphthyridine-8-carboxamide